3-chloro-4-fluoro-5-nitro-phenol ClC=1C=C(C=C(C1F)[N+](=O)[O-])O